hexanedicarboxamide C(CCCCCC(=O)N)C(=O)N